C(C)C1=NC=C(C=C1)CCCCC 2-ethyl-5-pentylpyridine